FC=1C=2CCCC2C(=C2CCCC12)NC(=O)NS(=O)(=N)C=1OC(=C(C1)CNC(C)C)C N-((8-fluoro-1,2,3,5,6,7-hexahydro-s-indacen-4-yl)carbamoyl)-4-((isopropylamino)methyl)-5-methylfuran-2-sulfonimidamide